NC1=NC(=CC(=N1)C=1C(=C(C#N)C=CC1)C)C=1N=NN(C1)CC=1C2=C(SC1)C=CC=C2 3-(2-amino-6-(1-(benzo[b]thiophen-3-ylmethyl)-1H-1,2,3-triazol-4-yl)pyrimidin-4-yl)-2-methylbenzonitrile